ethyl 3-[tert-butoxycarbonyl(methyl)amino]-3,4-dihydro-2H-thieno[3,4-b]pyran-7-carboxylate C(C)(C)(C)OC(=O)N(C1CC=2C(OC1)=C(SC2)C(=O)OCC)C